C(CCC)OCCOC=C(C)C1=CC=C(C=C1)C(=COCCOCCCC)C 1,4-bis(1-(2-butoxyethoxy)prop-1-en-2-yl)benzene